C(C)(C)(C)C=1C=C(CN2C(N(C(N(C2=O)CC2=CC(=C(C(=C2)C(C)(C)C)O)C(C)(C)C)=O)CC2=CC(=C(C(=C2)C(C)(C)C)O)C(C)(C)C)=O)C=C(C1O)C(C)(C)C 1,3,5-tri(3,5-di-tert-butyl-4-hydroxybenzyl)-1,3,5-triazine-2,4,6[1H,3H,5H]trione